1-aminobutane-2-ol NCC(CC)O